N-[(3S)-2,6-Dioxopiperidin-3-yl]-1,2,3,4-tetrahydronaphthalene-1-carboxamide O=C1NC(CC[C@@H]1NC(=O)C1CCCC2=CC=CC=C12)=O